pyridylcholesterol N1=C(C=CC=C1)CC(C)CCC[C@@H](C)[C@H]1CC[C@H]2[C@@H]3CC=C4C[C@@H](O)CC[C@]4(C)[C@H]3CC[C@]12C